1-(ethyl-d5)-1H-pyrazole-3-carboxamide C(C([2H])([2H])[2H])(N1N=C(C=C1)C(=O)N)([2H])[2H]